CNC(C1=CC=CC=C1)C N,α-Dimethylbenzylamine